N2-[(9H-fluoren-9-ylmethoxy)carbonyl]-L-ornithine hydrochloride Cl.C1=CC=CC=2C3=CC=CC=C3C(C12)COC(=O)N[C@@H](CCCN)C(=O)O